3-Amino-4-(7-fluoro-1H-indazol-4-yl)-6-(3-hydroxypyrrolidin-1-yl)-7-methyl-1H-1,5-naphthyridin-2-one NC=1C(NC2=CC(=C(N=C2C1C1=C2C=NNC2=C(C=C1)F)N1CC(CC1)O)C)=O